6-(tert-butyl)pyrimidin-4-amine C(C)(C)(C)C1=CC(=NC=N1)N